I.FC1=C(C(=N)S)C=C(C=C1)OC=1C(=C2C=CNC2=CC1F)C=C 2-fluoro-5-((6-fluoro-4-vinyl-1H-indol-5-yl)oxy)benzimidothioate hydroiodide